3-methyl-N-(thietan-3-yl)-5,6-dihydro-4H-thieno[2,3-c]pyrrole-2-carboxamide CC1=C(SC=2CNCC21)C(=O)NC2CSC2